N-(4-methylphenyl)-4-nitropyridin CC1=CC=C(C=C1)N1CC=C(C=C1)[N+](=O)[O-]